COC1CC(C1)C(=O)NC(NC1=CC(=C(C=C1)C)OC1=NC=CC=C1)=O 3-methoxy-N-((4-methyl-3-(pyridin-2-yloxy)phenyl)carbamoyl)cyclobutane-1-carboxamide